2-[(2,2-difluoropropyl)amino]-5-[5-(1-methyl-1H-1,3-benzodiazol-6-yl)-1,3,4-oxadiazol-2-yl]benzonitrile FC(CNC1=C(C#N)C=C(C=C1)C=1OC(=NN1)C=1C=CC2=C(N(C=N2)C)C1)(C)F